6-(4-methoxy-2-(spiro[2.5]octan-6-ylamino)pyrrolo[2,1-f][1,2,4]triazin-5-yl)-N-methylimidazo[1,2-a]pyrimidine-3-carboxamide COC1=NC(=NN2C1=C(C=C2)C=2C=NC=1N(C2)C(=CN1)C(=O)NC)NC1CCC2(CC2)CC1